(S)-4-(6-(6-chloroquinazolin-4-yl)-8-methyl-5,6,7,8-tetrahydro-1,6-naphthyridin-3-yl)morpholine ClC=1C=C2C(=NC=NC2=CC1)N1CC=2C=C(C=NC2[C@H](C1)C)N1CCOCC1